C(C)(C)(C)OC(=O)N1[C@@H](CN([C@H](C1)C)C=1C=2N(N(C(C1)=O)C)C=C(N2)CO)CC (2R,5S)-2-ethyl-4-(2-(hydroxymethyl)-5-methyl-6-oxo-5,6-dihydroimidazo[1,2-b]pyridazin-8-yl)-5-methylpiperazine-1-carboxylic acid tert-butyl ester